N-[(2,4-dihydroxyphenyl)-methyleneamino]-2-[(8-methoxy-2-methyl-4-quinolyl)-sulfanyl]acetamide OC1=C(C=CC(=C1)O)C=NNC(CSC1=CC(=NC2=C(C=CC=C12)OC)C)=O